C[C@]12CC(C[C@](CC1)(N2)C)=CC2=NN=C(S2)C2=C(C=C(C=C2)N2C=NC=C2)O 2-(5-((Z)-((1R,5S)-1,5-dimethyl-8-azabicyclo[3.2.1]octan-3-ylidene)methyl)-1,3,4-thiadiazol-2-yl)-5-(1H-imidazol-1-yl)phenol